N1(N=C(C=C1)C1N(CC(CC1)C)C(C(=O)NC=1C=NC=C(C(=O)N)C1)=O)C1=NNC=C1 5-(2-(2-(1'H-[1,3'-bipyrazol]-3-yl)-5-methylpiperidin-1-yl)-2-oxoacetamido)nicotinamide